2-(2,6-dimethylpyridin-4-yl)-3-isopropyl-5-(1-(2-methoxypropyl)piperidin-4-yl)-1H-indole CC1=NC(=CC(=C1)C=1NC2=CC=C(C=C2C1C(C)C)C1CCN(CC1)CC(C)OC)C